4-CYCLOPROPYL-3-(2-METHYLPYRIDIN-3-YL)-N-(2-(TRIFLUOROMETHYL)PYRIDIN-4-YL)ISOTHIAZOLE-5-CARBOXAMIDE C1(CC1)C=1C(=NSC1C(=O)NC1=CC(=NC=C1)C(F)(F)F)C=1C(=NC=CC1)C